4,4'-bis((1H-1,2,4-triazol-1-yl)methyl)biphenol N1(N=CN=C1)CC=1C=C(C(=CC1)O)C=1C(=CC=C(C1)CN1N=CN=C1)O